OC[C@]1(N2C[C@@H]([C@@H](C1=O)CC2)C(F)(F)F)COC (1R,2S,4S,5R)-2-(hydroxymethyl)-2-(methoxymethyl)-5-(trifluoromethyl)quinuclidin-3-one